ClC=1C(=CC(=NC1)C1C2C1CC1=CN(NC21)C(=O)OCC)C(F)(F)F ethyl 1-(5-chloro-4-(trifluoromethyl)pyridin-2-yl)-1a,2,5,5a-tetrahydro-1H-2,3-diaza-cyclopropa[a]pentalene-3-carboxylate